(E)-N'-((4aS,10aR)-6-cyano-2-methyl-2,3,4,4a,10,10a-hexahydro-1H-benzo[b]pyrido[3,4-e][1,4]oxazin-7-yl)-N,N-dimethylformimidamide C(#N)C1=C(C=CC2=C1O[C@@H]1[C@H](N2)CN(CC1)C)/N=C/N(C)C